C(C=C)C1(C=CC=C1)C=1C(=C(CC1)CC=1C(=CC=CC1)CC1=CC=CC1)C1(C=CC=C1)CC=C bis(allylcyclopentadienyl)xylylene-dicyclopentadiene